(S)-6-(hydroxymethyl)-5-azaspiro[2.4]heptane-5-carboxylic acid tert-butyl ester C(C)(C)(C)OC(=O)N1CC2(CC2)C[C@H]1CO